N-(2-amino-2-oxoethyl)-3-((5,7-difluoro-2-(4-fluorophenyl)-1H-indol-3-yl)methyl)cyclobutane-1-carboxamide NC(CNC(=O)C1CC(C1)CC1=C(NC2=C(C=C(C=C12)F)F)C1=CC=C(C=C1)F)=O